6-[(5-bromo-2-ethyl-1,2,4-triazol-3-yl)amino]-4-fluoro-2H-isoquinolin-1-one BrC=1N=C(N(N1)CC)NC=1C=C2C(=CNC(C2=CC1)=O)F